O(CC(=O)N(CC)CCCCCCCC)CC(=O)N(CCCCCCCC)CC 2,2'-oxybis(N-ethyl-N-octylacetamide)